BrC1=C(C=CC=2C(N(S(C21)(=O)=O)CC)=O)OC=2C=C(C#N)C=C(C2)F 3-((7-bromo-2-ethyl-1,1-dioxido-3-oxo-2,3-dihydrobenzo[d]isothiazol-6-yl)oxy)-5-fluorobenzonitrile